OC1(CCN(CC1)C1=CC(=C(C=C1)NC=1C=C(C2=C(OCC(N2)=O)C1)C)C)C(F)(F)F 7-((4-(4-hydroxy-4-(trifluoromethyl)piperidin-1-yl)-2-methylphenyl)amino)-5-methyl-2H-benzo[b][1,4]oxazin-3(4H)-one